4-amino-3-(cyclopent-2-ene-1-yl)benzoic acid methyl ester COC(C1=CC(=C(C=C1)N)C1C=CCC1)=O